BrC1=CC=C(C=C1)C1CCN(CC1)CC1CNCCO1 2-((4-(4-bromophenyl)piperidin-1-yl)methyl)morpholine